2-(2,2-bis((9Z,2Z)-octadec-9,12-dien-1-yl)-1,3-dioxolan-4-yl)-N,N-dimethylethylamine C(CCCCCCC\C=C/CC=CCCCCC)C1(OCC(O1)CCN(C)C)CCCCCCCC\C=C/CC=CCCCCC